ClC1=CC(=C(C(=C1)C(C)C)NC(=O)NS(=O)(=O)C=1OC2=C(C1)C(CCC2)O)C(C)C N-((4-chloro-2,6-diisopropylphenyl)carbamoyl)-4-hydroxy-4,5,6,7-tetrahydrobenzofuran-2-sulfonamide